benzyl (1S,2R)-2-((((((di-tert-butoxyphosphoryl)oxy)methoxy)carbonyl)amino)methyl)cyclopropane-1-carboxylate C(C)(C)(C)OP(=O)(OC(C)(C)C)OCOC(=O)NC[C@H]1[C@H](C1)C(=O)OCC1=CC=CC=C1